1-(4-fluorophenyl)-5-((2R)-2-methyl-1-((1-propyl-1H-pyrazol-4-yl)sulfonyl)piperidin-4-yl)-1H-indazole FC1=CC=C(C=C1)N1N=CC2=CC(=CC=C12)C1C[C@H](N(CC1)S(=O)(=O)C=1C=NN(C1)CCC)C